(S)-3-(1-aminoethyl)-8-chloro-2-phenylquinoline N[C@@H](C)C=1C(=NC2=C(C=CC=C2C1)Cl)C1=CC=CC=C1